[2-[2-[[1-[(4S)-5-tert-butoxy-4-[(18-tert-butoxy-18-oxo-octadecanoyl)amino]-5-oxo-pentanoyl]-4-piperidyl]carbamoylamino]ethoxy]ethoxy]acetic acid C(C)(C)(C)OC([C@H](CCC(=O)N1CCC(CC1)NC(=O)NCCOCCOCC(=O)O)NC(CCCCCCCCCCCCCCCCC(=O)OC(C)(C)C)=O)=O